N-((2-(6-((cis)-2,6-dimethylmorpholino)pyridin-2-yl)-1,6-naphthyridin-7-yl)methyl)-5-((2-hydroxyethyl)sulfonyl)nicotinamide C[C@@H]1O[C@@H](CN(C1)C1=CC=CC(=N1)C1=NC2=CC(=NC=C2C=C1)CNC(C1=CN=CC(=C1)S(=O)(=O)CCO)=O)C